trans-4-(Boc-aminomethyl)cyclohexanemethanol C(=O)(OC(C)(C)C)C([C@@H]1CC[C@H](CC1)CO)N